O=C1C(SCCC1C(=O)N)=O dioxo-thiane-4-carboxamide